O=C1N(CC2=C(C=CC=C12)C=1C=C2C(=NNC2=CC1)C=1SC=CC1)CC(C(=O)N)=C 2-({1-oxo-4-[3-(thiophen-2-yl)-1H-indazol-5-yl]-2,3-dihydro-1H-isoindol-2-yl}methyl)prop-2-enamide